5-(1-phenylpyrazol-4-yl)-1H-indol C1(=CC=CC=C1)N1N=CC(=C1)C=1C=C2C=CNC2=CC1